Cl.Cl.C(C)N[C@@H]1CNC[C@@H]1F (3R,4S)-N-ethyl-4-fluoropyrrolidin-3-amine 2HCl